ClC=1C=C(C=CC1OCC1=NC=CC=C1)NC1=NC=NC2=CC(=C(C=C12)NC(C=C)=O)C#CC1(CCN(CC1)C)C N-(4-((3-chloro-4-(pyridin-2-ylmethoxy)phenyl)amino)-7-((1,4-dimethylpiperidin-4-yl)ethynyl)quinazolin-6-yl)acrylamide